FC1([C@@H]([C@H]2N(C(NCC3=CSC(OC=4C=CC=C(C2)C4F)=N3)=O)C1)NS(=O)(=O)C)F N-[(14aS,15R)-16,16,19-trifluoro-1-oxo-2,3,14a,15,16,17-hexahydro-1H,14H-4,7-(azeno)-9,13-(metheno)pyrrolo[1,2-i][1,3,7,9]oxathiadiazacyclohexadecin-15-yl]methanesulfonamide